FC1(CC(C1)C1=NN=C(S1)N)F 5-(3,3-difluorocyclobutyl)-1,3,4-thiadiazol-2-amine